OC(=O)C(F)(F)F.O=C1NC(CCC1N1C(C2=CC=CC(=C2C1=O)NCCOCCC(=O)O)=O)=O 3-(2-((2-(2,6-dioxopiperidin-3-yl)-1,3-dioxoisoindolin-4-yl)amino)ethoxy)propanoic acid TFA salt